C(C)(C)(C)[Sn](C(C)(C)C)(Br)Br di-tert-butyl-tin dibromide